C(C)OC1=C(C(=O)NCC=2C=C(C(=O)O)C=CC2)C=C(C=C1)NC(C(C)C)=O 3-((2-ethoxy-5-isobutyrylaminobenzamido)methyl)benzoic acid